2-(4-(2-(2,6-dimethylpyridin-4-yl)-3-isopropyl-1H-indol-5-yl)piperidin-1-yl)-1-((2R,4R)-2-(hydroxymethyl)-4-methoxypyrrolidin-1-yl)ethan-1-one CC1=NC(=CC(=C1)C=1NC2=CC=C(C=C2C1C(C)C)C1CCN(CC1)CC(=O)N1[C@H](C[C@H](C1)OC)CO)C